C(C)(=O)OC(C1=CC(=C(C=C1)F)C(N)=S)C=1C(=C2C=CNC2=CC1F)Br (4-Bromo-6-fluoro-1H-indol-5-yl)(3-carbamothioyl-4-fluorophenyl)methyl acetate